ClC1=C(C=C(C=C1)C(F)(F)F)CC(=O)O 2-(2-chloro-5-(trifluoromethyl)phenyl)acetic acid